N,N'-bis(3-methylenepent-4-enyl)octahydropyridoquinoline C=C(CCN1CCCC2CCC3C(=C12)C=CCN3CCC(C=C)=C)C=C